Cl.N1C[C@@H](CC1)NC(=O)C1=CC2=C(N(C(=N2)NC=2SC3=C(N2)C=CC(=C3)Cl)C)C=C1 2-(6-Chloro-benzothiazol-2-ylamino)-1-methyl-1H-benzoimidazole-5-carboxylic acid (R)-pyrrolidin-3-ylamide hydrochloride